2,3,5,6-tetrafluoro-1,4-dibromo-benzene FC1=C(C(=C(C(=C1F)Br)F)F)Br